BrC1C(=O)OCC1 bromo-γ-butyrolactone